(S)-(E)-3-((3-butyl-7-(dimethylamino)-3-ethyl-1,1-dioxido-5-phenyl-2,3,4,5-tetrahydro-1,2,5-benzothiadiazepin-8-yl)oxy)acrylic acid C(CCC)[C@@]1(NS(C2=C(N(C1)C1=CC=CC=C1)C=C(C(=C2)O/C=C/C(=O)O)N(C)C)(=O)=O)CC